CC1(C(NC(CC1)=O)=O)N1N=CC2=CC(=CC=C12)N[C@H]1[C@@H](CNCC1)C 3-methyl-3-(5-(((3R,4R)-3-methylpiperidin-4-yl)amino)-1H-indazol-1-yl)piperidine-2,6-dione